FC1=CC=C(C=C1)C1OC2=C(C3=C(C=C2CC1)C(C(=CO3)C)=O)C(C)O (4-fluorophenyl)-10-(1-hydroxyethyl)-7-methyl-3,4-dihydro-2H,6H-pyrano[3,2-g]chromen-6-one